ClC=1N=C(C2=C(N1)C(=C(N=C2)Cl)F)N[C@H]2[C@@H](C2)F 2,7-dichloro-8-fluoro-N-((1R,2R)-2-fluorocyclopropyl)pyrido-[4,3-d]pyrimidin-4-amine